(Z)-3-(9-(Azidomethyl)-2,4-dioxo-1,2,3,4-tetrahydro-5H-naphtho[1,2-b][1,4]diazepin-5-yl)-N'-hydroxybenzimidamide N(=[N+]=[N-])CC=1C=C2C=CC3=C(NC(CC(N3C=3C=C(/C(/N)=N/O)C=CC3)=O)=O)C2=CC1